N-(5-fluoroquinolin-6-yl)-7-(1-methyl-1H-pyrazol-4-yl)-5-((R)-1-((R)-1-methylpyrrolidin-2-yl)ethoxy)quinazolin-4-amine FC1=C2C=CC=NC2=CC=C1NC1=NC=NC2=CC(=CC(=C12)O[C@H](C)[C@@H]1N(CCC1)C)C=1C=NN(C1)C